CC1(CC1)NC(O[C@H]1C[C@H](CC1)C1=NN(C(=C1)NC=1N=C(N=NC1)Cl)C(C)(C)C)=O (1R,3S)-3-(1-(tert-butyl)-5-((3-chloro-1,2,4-triazin-5-yl)amino)-1H-pyrazol-3-yl)cyclopentyl (1-methylcyclopropyl)carbamate